(R)-4-(4-propenoyl-3-methylpiperazin-1-yl)-6,7-dichloro-1-(2-isopropyl-4-methylpyridin-3-yl)-2-oxo-1,2-dihydro-1,8-naphthyridine-3-carbonitrile C(C=C)(=O)N1[C@@H](CN(CC1)C1=C(C(N(C2=NC(=C(C=C12)Cl)Cl)C=1C(=NC=CC1C)C(C)C)=O)C#N)C